(S)-N-(3-(1-((2-ethyl-2H-pyrazolo[3,4-b]pyrazin-6-yl)amino)ethyl)phenyl)-2-(6-(trifluoromethyl)pyridin-2-yl)acetamide C(C)N1N=C2N=C(C=NC2=C1)N[C@@H](C)C=1C=C(C=CC1)NC(CC1=NC(=CC=C1)C(F)(F)F)=O